CC1=C(C=C(C=C1)C)CC(=O)O 2,5-Dimethylphenylacetic acid